C1(CCC1)OC1=CC=2N(C=C1C(=O)OC1=CC=CC=C1)C=C(N2)C21COC(CC2)(CC1)C phenyl 7-cyclobutoxy-2-(1-methyl-2-oxabicyclo[2.2.2]octan-4-yl)imidazo[1,2-a]pyridine-6-carboxylate